3-({4-[2-Methoxy-6-(3-{[(tetrahydro-pyran-4-carbonyl)-amino]-methyl}-2,3-dihydro-benzo[1,4]dioxin-5-yl)-pyridin-3-ylamino]-benzylamino}-methyl)-morpholin COC1=NC(=CC=C1NC1=CC=C(CNCC2NCCOC2)C=C1)C1=CC=CC=2OCC(OC21)CNC(=O)C2CCOCC2